C(CCCCCC(=O)OCC1(COC(OC1)(C)C)COC(CCCCCC(=O)OCCCCCCCCCC)=O)(=O)OCCCCCCCCCC O7-[[5-[(7-decoxy-7-oxo-heptanoyl)oxymethyl]-2,2-dimethyl-1,3-dioxan-5-yl]methyl] O1-decyl heptanedioate